6-nitro-3-(pyridin-4-yl)-1-trityl-1H-indazole-5-carbaldehyde [N+](=O)([O-])C1=C(C=C2C(=NN(C2=C1)C(C1=CC=CC=C1)(C1=CC=CC=C1)C1=CC=CC=C1)C1=CC=NC=C1)C=O